FC1(CCN(CC1)C1=NC(=CC(=N1)NC(C1=C(C=C(C=C1)S(NCCO)(=O)=O)N1CCC2(CC2)CC1)=O)C)F N-(2-(4,4-Difluoropiperidin-1-yl)-6-methylpyrimidin-4-yl)-4-(N-(2-hydroxyethyl)sulfamoyl)-2-(6-azaspiro[2.5]octan-6-yl)benzamide